N[C@@H](C(=O)N(C)[C@@H]1COCC=2NC(C=3C=C(C(=CC3C21)F)F)=O)C2=CC=C(C=C2)Cl (R)-2-amino-2-(4-chlorophenyl)-N-((S)-8,9-difluoro-6-oxo-1,4,5,6-tetrahydro-2H-pyrano[3,4-c]isoquinolin-1-yl)-N-methylacetamide